4-(cyclohexylamino)benzoic acid C1(CCCCC1)NC1=CC=C(C(=O)O)C=C1